3-cyclopropyl-4,5-dihydroisoxazole-5-carboxylic acid methyl ester COC(=O)C1CC(=NO1)C1CC1